2-methyl-9-methacryloyloxy-10-Acetoxy-1,2,3,4-tetrahydroanthracene CC1CC2=C(C3=CC=CC=C3C(=C2CC1)OC(C)=O)OC(C(=C)C)=O